Cl.NC1=C(C=NC(=C1)NC(C)=O)C1=NC=C(C=C1)COC(F)F N-(4'-amino-5-((difluoromethoxy)methyl)-[2,3'-bipyridine]-6'-yl)acetamide hydrochloride